C(CCCCCCCCCC(=O)[O-])CCCCCCCC(=O)OOCC(CCCCCCCCCCCC)OC(=O)OCCCN(CC)CC (2-(((3-(diethylamino) propoxy) carbonyl) oxy) tetradecyloxy) propane-1,3-diyldioctanoate